ClC(CN(C)C)C1=CC(=CC=C1)I 2-chloro-2-(3-iodophenyl)-N,N-dimethylethan-1-amine